C1(CCCCC1)S(=O)(=O)C(S(=O)(=O)C(C)(C)C)=[N+]=[N-] 1-cyclohexyl-sulfonyl-1-(tert-butylsulfonyl)diazomethane